[3-[3-cyclopropyl-4-(trifluoromethyl)phenoxy]azetidin-1-yl]-[6-(5-fluoro-3-pyridyl)-2-azaspiro[3.3]heptan-2-yl]methanone C1(CC1)C=1C=C(OC2CN(C2)C(=O)N2CC3(C2)CC(C3)C=3C=NC=C(C3)F)C=CC1C(F)(F)F